C1(CC1)C=1C=C(OC=2C=NC=3N(C2C(=O)NCC(F)C2=C(C=C(C=C2)Cl)Cl)C=C(N3)C)C=CC1 6-(3-cyclopropylphenoxy)-N-[2-(2,4-dichlorophenyl)-2-fluoro-ethyl]-2-methyl-imidazo[1,2-a]pyrimidine-5-carboxamide